([1,1'-biphenyl]-3,3'-diylbis(methylene))bis((10-guanidino-13-oxo-6,7,8,13-tetrahydrodibenzo[b,f][1,4]dioxecin-4-carbonyl)azanediyl)disuccinic acid C1(=CC(=CC=C1)CN(C(=O)C1=CC=CC2=C1OCCCC1=C(C(O2)=O)C=CC(=C1)NC(=N)N)C(C(=O)O)CC(=O)O)C1=CC(=CC=C1)CN(C(=O)C1=CC=CC2=C1OCCCC1=C(C(O2)=O)C=CC(=C1)NC(=N)N)C(C(=O)O)CC(=O)O